Cl.Cl.NC1=CC=C(C=C1)CCNC[C@H](O)C1=CC=CC=C1 (R)-2-(4-aminophenylethylamino)-1-phenylethanol dihydrochloride